2-(4-(pyridin-4-ylamino)phenyl)-1H-benzo[d]imidazol N1=CC=C(C=C1)NC1=CC=C(C=C1)C1=NC2=C(N1)C=CC=C2